CN(S(=O)(=O)C1=CC=2N(C=C1)C(=NN2)[C@@H]2C[C@@H](CCC2)NC2=NC=C(C(=N2)OC2COC2)C(F)(F)F)C N,N-dimethyl-3-[(1S,3R)-3-[[4-(oxetan-3-yloxy)-5-(trifluoromethyl)pyrimidin-2-yl]amino]cyclohexyl]-[1,2,4]triazolo[4,3-a]pyridine-7-sulfonamide